3-(5-(1-amino-8-azaspiro[4.5]decan-8-yl)-6-(hydroxymethyl)-3-methylpyrazin-2-yl)-6-chloro-2-fluorobenzonitrile NC1CCCC12CCN(CC2)C=2N=C(C(=NC2CO)C=2C(=C(C#N)C(=CC2)Cl)F)C